(S)-N-(5-methyl-4-oxo-2,3,4,5-tetrahydrobenzo[b][1,4]oxazepin-3-yl)-5-(benzenesulfonyl)thiazole-2-carboxamide CN1C2=C(OC[C@@H](C1=O)NC(=O)C=1SC(=CN1)S(=O)(=O)C1=CC=CC=C1)C=CC=C2